OC=1C=C(CCN2C(C3=CC=CC=C3C2=O)=O)C=CC1O 2-(3,4-dihydroxyphenethyl)isoindoline-1,3-dione